3-(3,5-dimethyl-1-(3-methyl-[1,2,4]triazolo[4,3-b]pyridazin-6-yl)-1H-pyrazol-4-yl)-1-(4-(4-nitrobenzyl)piperazin-1-yl)propan-1-one CC1=NN(C(=C1CCC(=O)N1CCN(CC1)CC1=CC=C(C=C1)[N+](=O)[O-])C)C=1C=CC=2N(N1)C(=NN2)C